1,3-bis(4-hydroxyphenyl)-5,7-diisopropyl-adamantane OC1=CC=C(C=C1)C12CC3(CC(CC(C1)(C3)C(C)C)(C2)C(C)C)C2=CC=C(C=C2)O